6-(1-(1-(4-cyclopropylphenyl)ethyl)-4-(propane-1-yn-1-yl)-1H-indazole-7-carboxamido)spiro[3.3]Heptane-2-carboxylic acid methyl ester COC(=O)C1CC2(C1)CC(C2)NC(=O)C=2C=CC(=C1C=NN(C21)C(C)C2=CC=C(C=C2)C2CC2)C#CC